6-chloro-N-(4-(imidazo[1,2-b]pyridazin-7-yloxy)-3-methylphenyl)pyrimido[5,4-d]pyrimidin-4-amine ClC=1N=CC=2N=CN=C(C2N1)NC1=CC(=C(C=C1)OC1=CC=2N(N=C1)C=CN2)C